C(C)(C)(C)OC(=O)N1C(CCCC1)CC=1OC(=CC1)COC1=C(C=C(C=C1)Cl)Cl ((5-((2,4-dichlorophenoxy)methyl)furan-2-yl)methyl)piperidine-1-carboxylic acid tert-butyl ester